FC1(C(C(C2=C(C(=C(C(=C12)F)F)F)F)(C(F)(F)F)F)=O)C(F)(F)F 1,3,4,5,6,7-hexafluoro-1,3-bis(trifluoromethyl)-1,3-dihydro-2H-inden-2-one